(R)-4-(1-((3-(difluoro-methyl)-1-(methyl-d3)-1H-pyrazol-4-yl)sulfonyl)-1-fluoroethyl-2,2,2-d3)-N-(isoxazol-3-yl)piperidine-1-carboxamide FC(C1=NN(C=C1S(=O)(=O)[C@@](C([2H])([2H])[2H])(F)C1CCN(CC1)C(=O)NC1=NOC=C1)C([2H])([2H])[2H])F